C(C)(C)(C)C1=C(C(=O)N)C=CC=C1OC(C(CC)Br)CC tert-butyl-(3-(3-bromo-4-hexyloxy)benzamide)